1,3-bis({[1-(4-chloro-3-fluorophenyl)-1H-1,2,3,4-tetrazol-5-yl]methyl})urea ClC1=C(C=C(C=C1)N1N=NN=C1CNC(=O)NCC1=NN=NN1C1=CC(=C(C=C1)Cl)F)F